1-[3-fluoro-5-(2-aminoethylamino)phenyl]-3-[2-(2-hydroxyethyl)phenyl]urea FC=1C=C(C=C(C1)NCCN)NC(=O)NC1=C(C=CC=C1)CCO